O6-[2-(hydroxymethyl)-3-[6-[(Z)-non-3-enoxy]-6-oxo-hexanoyl]oxy-2-[[6-[(Z)-non-3-enoxy]-6-oxo-hexanoyl]oxymethyl]propyl] O1-[(Z)-non-3-enyl] hexanedioate C(CCCCC(=O)OCC(COC(CCCCC(=O)OCC\C=C/CCCCC)=O)(COC(CCCCC(=O)OCC\C=C/CCCCC)=O)CO)(=O)OCC\C=C/CCCCC